2-methylpropan-2-yl 4-bromo-6-{[(methylcyclobutyl)amino]methyl}-1-oxo-2,3-dihydro-1H-isoindole-2-carboxylate BrC1=C2CN(C(C2=CC(=C1)CNC1(CCC1)C)=O)C(=O)OC(C)(C)C